FC(C1=CC2=C(N=C(N=C2)NC2CCN(CC2)S(=O)(=O)C)N(C1=O)[C@H]1[C@](CCC1)(C)O)F |r| (±)-6-(difluoromethyl)-8-(trans-2-hydroxy-2-methylcyclopentyl)-2-((1-(methylsulfonyl)piperidin-4-yl)amino)pyrido[2,3-d]pyrimidin-7(8H)-one